3-(7-azaspiro[3.5]nonan-2-ylmethyl)-6-[2-cyano-3-[[ethyl(methyl)sulfamoyl]amino]-6-fluoro-phenoxy]-4-oxo-quinazoline C1C(CC12CCNCC2)CN2C=NC1=CC=C(C=C1C2=O)OC2=C(C(=CC=C2F)NS(N(C)CC)(=O)=O)C#N